ClC=1C=C(C=C(C1Cl)F)NC1=NC=CC2=CC=C(C=C12)NC(CCCN1CCCCC1)=O N-(1-((3,4-dichloro-5-fluorophenyl)amino)isoquinolin-7-yl)-4-(piperidin-1-yl)butanamide